diethoxy(epoxybutoxypropyl)methylsilane C(C)O[Si](C)(CC1C(O1)OCCCC)OCC